Cobalt(II) phosphate P(=O)([O-])([O-])[O-].[Co+2].P(=O)([O-])([O-])[O-].[Co+2].[Co+2]